(9R)-9-methyl-8,11,14-trioxa-4,5,19,20-tetraazatetracyclo[13.5.2.12,5.018,21]tricosa-1(20),2(23),3,15(22),16,18(21)-hexaene C[C@H]1OCCN2N=CC(C3=NNC=4C=CC(OCCOC1)=CC34)=C2